4-(ethylsulfonyl)-N-(2-(4-methylpiperidin-1-yl)phenyl)benzenesulfonamide C(C)S(=O)(=O)C1=CC=C(C=C1)S(=O)(=O)NC1=C(C=CC=C1)N1CCC(CC1)C